ethyl (pentafluorobenzoate) FC1=C(C(=C(C(=C1C(=O)OCC)F)F)F)F